[Si](C1=CC=CC=C1)(C1=CC=CC=C1)(C(C)(C)C)C[C@]1(C2(CC(C1)C2)C(=O)C2=CC1=CC=CC=C1C=C2)C2=CC=C(C=C2)Cl |r| (rac)-((1R,2S,4S)-2-((tert-butyldiphenylsilyl)methyl)-2-(4-chlorophenyl)bicyclo[2.1.1]hexan-1-yl)(naphthalen-2-yl)methanone